N-[2-(cyclopent-1-en-1-yl)pyrimidin-5-yl]-2-[(1-methyl-1H-1,2,3,4-tetrazol-5-yl)sulfanyl]-5-nitrobenzamide C1(=CCCC1)C1=NC=C(C=N1)NC(C1=C(C=CC(=C1)[N+](=O)[O-])SC1=NN=NN1C)=O